ClC=1C(=C(C=O)C(=C(C1O)C\C=C(\[C@@H](C[C@@]1([C@H](C(CC[C@H]1C)=O)C)C)O)/C)O)C 3-chloro-4,6-dihydroxy-5-((R,E)-4-hydroxy-3-methyl-5-((1S,2R,6R)-1,2,6-trimethyl-3-oxocyclohexyl)pent-2-en-1-yl)-2-methylbenzaldehyde